5-bromo-2-(2,5-dimethyl-1H-pyrrol-1-yl)thiazolo[5,4-b]pyridine BrC1=CC=C2C(=N1)SC(=N2)N2C(=CC=C2C)C